CC1=CC=C(C=C1)S(=O)(=O)OCC(C(C)O[Si](C)(C)C(C)(C)C)=C 3-[(tert-butyldimethylsilyl) oxy]-2-methylidenebutyl 4-methylbenzenesulfonate